CC1=CC=NC2=C(C=CC=C12)C(=O)[O-] 4-methyl-8-quinolinate